5-fluoro-2-(4-fluorophenyl)-1H-indol FC=1C=C2C=C(NC2=CC1)C1=CC=C(C=C1)F